6-(2-Chloro-6-(trifluoromethyl)phenyl)-2-((3-methyl-4-(4-methylpiperazin-1-yl)phenyl)amino)-8,9-dihydroimidazo[1,2-a]pyrimido[5,4-e]pyrimidin-5(6H)-one ClC1=C(C(=CC=C1)C(F)(F)F)N1C=2N(C3=C(C1=O)C=NC(=N3)NC3=CC(=C(C=C3)N3CCN(CC3)C)C)CCN2